5-(3,3-dimethyl-2-oxo-1-(pyridin-3-yl)indolin-4-yl)-N-(4-fluorophenyl)-2-(trifluoromethyl)nicotinamide CC1(C(N(C2=CC=CC(=C12)C=1C=NC(=C(C(=O)NC2=CC=C(C=C2)F)C1)C(F)(F)F)C=1C=NC=CC1)=O)C